ClC1=CNC2=NC=C(C=C21)C(=O)N2CCC(CC2)F (3-Chloro-1H-pyrrolo[2,3-b]pyridin-5-yl)(4-fluoropiperidin-1-yl)methanone